cis-3-dodecene-1,12-dicarboxylic anhydride C1C\C=C/CCCCCCCCC(=O)OC1=O